FC1=C(C=C2CN(C(C2=C1)=O)C1C(NC(CC1)=O)=O)C1=CC(=CC=2N1C=NC2)CN2CCCC2 3-(6-fluoro-1-oxo-5-(7-(pyrrolidin-1-ylmethyl)imidazo[1,5-a]pyridin-5-yl)isoindolin-2-yl)piperidine-2,6-dione